4-Bromo-6-chloroquinolin-3-amine BrC1=C(C=NC2=CC=C(C=C12)Cl)N